1,3-dibromo-4-chloro-2-nitrobenzene BrC1=C(C(=C(C=C1)Cl)Br)[N+](=O)[O-]